C(C1=CC=CC=C1)C1(N(CCC1)C)COC1=NC2=C(C(=C(C=C2C(=N1)N1CC2CCC(C1)N2)Cl)C2=CC(=CC1=CC=CC=C21)O)F 4-{2-[(2-benzyl-1-methylpyrrolidin-2-yl)methoxy]-6-chloro-4-{3,8-diazabicyclo[3.2.1]octan-3-yl}-8-fluoroquinazolin-7-yl}naphthalen-2-ol